tert-butyl 2-(3-iodophenyl)-2,6-dimethyl-6-nitroheptanoate IC=1C=C(C=CC1)C(C(=O)OC(C)(C)C)(CCCC(C)([N+](=O)[O-])C)C